Cl.C(C)/N=N/CCCN(C)C (E)-3-(ethyldiazenyl)-N,N-dimethylpropan-1-amine hydrochloride